OCCSC1=CC=C(C=C1)C(=O)C1=CC=C(C=C1)C [4-(2-hydroxy-ethylsulfanyl)-phenyl]-p-tolyl-methan-one